OC1=CC=C(C(C)(C)C2=CC=C(C=C2)CC)C=C1 4-(4-hydroxy-α,α-dimethylbenzyl)-ethylbenzene